2-(3,5-dichloro-4-fluorophenyl)-2,2-difluoro-N-hydroxyacetamidine ClC=1C=C(C=C(C1F)Cl)C(C(=N)NO)(F)F